C(=O)(O)C1=CC=C(C=C1)N1N=C(C(C=C1)=O)C(=O)O 1-(4-carboxyphenyl)-4-oxo-1,4-dihydropyridazine-3-carboxylic acid